2,4,6-tris(3,3,3-trifluoropropyl)cyclotrisiloxane FC(CC[SiH]1O[SiH](O[SiH](O1)CCC(F)(F)F)CCC(F)(F)F)(F)F